3-(5-{1-Benzyl-1H-pyrrolo[3,2-c]pyridin-6-yl}-1-oxo-2,3-dihydro-1H-isoindol-2-yl)piperidine-2,6-dione C(C1=CC=CC=C1)N1C=CC=2C=NC(=CC21)C=2C=C1CN(C(C1=CC2)=O)C2C(NC(CC2)=O)=O